3-(4-(((1s,4s)-4-(aminomethyl)cyclohexyl)(3-(tetrahydro-2H-pyran-4-yl)propyl)amino)-1-oxoisoindolin-2-yl)piperidine-2,6-dione NCC1CCC(CC1)N(C1=C2CN(C(C2=CC=C1)=O)C1C(NC(CC1)=O)=O)CCCC1CCOCC1